[Si](C)(C)(C(C)(C)C)OCC(CC1C2(C3=CC=CC=C3C1)CCC(CC2)(C(=O)OC)NC2=CC(=CC=C2)Cl)COC2=C1C(=NC=C2)C=CS1 methyl (1r,4r)-2'-{2-({[tert-butyl(dimethyl)silyl]oxy}methyl)-3-[(thieno[3,2-b]pyridin-7-yl)oxy]propyl}-4-(3-chloroanilino)-2',3'-dihydrospiro[cyclohexane-1,1'-indene]-4-carboxylate